P(OCCCCCCCC)(OC1=CC=CC=C1)[O-] octyl monophenyl phosphite